3,3-difluoro-(R)-4-hydroxy-7-(methylsulfanyl)-1,2,3,4-tetrahydro-1,6-naphthyridin-2-one FC1(C(NC2=CC(=NC=C2[C@H]1O)SC)=O)F